C(C1=CC=CC=C1)OC(=O)N1CCC(CC1)CN1C(=NC2=C1C=CS2)CCCC 1-((1-((benzyloxy)carbonyl)piperidin-4-yl)methyl)-2-butyl-1H-imidazolo[4,5-d]thiophene